C(C=CCCCCCCCC)(=O)OC(C)(C)C tert-butyl undecenoate